ClC=1C(=NC2=CC(=CC(=C2C1)F)CCC1=C[C@H]([C@H]2[C@@H]1OC(O2)(C)C)N2C=CC1=C2N=CN=C1C1CC1)N 3-Chloro-7-(2-((3aS,4R,6aR)-4-(4-cyclopropyl-7H-pyrrolo[2,3-d]pyrimidin-7-yl)-2,2-dimethyl-3a,6a-dihydro-4H-cyclopenta[d][1,3]dioxol-6-yl)ethyl)-5-fluoroquinolin-2-amine